N-Fmoc-isoleucine C(=O)(OCC1C2=CC=CC=C2C2=CC=CC=C12)N[C@@H]([C@@H](C)CC)C(=O)O